FC(C(=O)N1CC2=C(CC1)N=C(S2)N2CCN(CC2)C(=O)OC(C)(C)C)(F)F tert-butyl 4-(5-(2,2,2-trifluoroacetyl)-4,5,6,7-tetrahydrothiazolo[5,4-c]pyridin-2-yl)piperazine-1-carboxylate